1,3-Dimethyl-6-[4-[3-[2-[(E)-3-(4-methylsulfanylphenyl)prop-2-enoyl]phenoxy]propyl]piperazin-1-yl]pyrimidine-2,4-dione CN1C(N(C(C=C1N1CCN(CC1)CCCOC1=C(C=CC=C1)C(\C=C\C1=CC=C(C=C1)SC)=O)=O)C)=O